C(C)(C)(C)PC(C)(C)C di-tertiarybutylphosphine